CC1(OB(OC1(C)C)C1=CC=C2C=CN(C2=C1)COCC[Si](C)(C)C)C 6-(4,4,5,5-tetramethyl-1,3,2-dioxaborolan-2-yl)-1-((2-(trimethylsilyl)ethoxy)methyl)-1H-indole